N-(5-(4-(6-oxa-3-azabicyclo[3.1.1]heptan-3-yl)-2-(1-cyclopropylethyl)-3-oxo-2,3-dihydro-1H-pyrrolo[3,4-c]pyridin-6-yl)-4-methylthiazol-2-yl)acetamide C12CN(CC(O1)C2)C2=NC(=CC1=C2C(N(C1)C(C)C1CC1)=O)C1=C(N=C(S1)NC(C)=O)C